COC(=O)C1=NN(C=C1Cl)Br bromo-4-chloro-1H-pyrazole-3-carboxylic acid methyl ester